6-chloro-1-[(3aR,4R,6R,6aR)-4-(4-aminopyrrolo-[2,3-d]pyrimidin-7-yl)-2,2-dimethyl-3a,4,6,6a-tetrahydrofuro[3,4-d][1,3]dioxol-6-yl]isochroman-3-one ClC=1C=C2CC(OC(C2=CC1)[C@H]1O[C@H]([C@H]2[C@@H]1OC(O2)(C)C)N2C=CC1=C2N=CN=C1N)=O